4-(morpholin-4-carbonyl)phenyl-boronic acid pinacol ester N1(CCOCC1)C(=O)C1=CC=C(C=C1)B1OC(C)(C)C(C)(C)O1